4-[[(2S,3R,4S,5S)-3-(2-ethyl-3,4-difluoro-phenyl)-4,5-dimethyl-5-(trifluoromethyl)tetrahydrofuran-2-carbonyl]amino]pyridine-2-carboxamide 3,6,12,15,18-pentaazatetracosan-24-oate CCNCCNCCCCCNCCNCCNCCCCCC(=O)O.C(C)C1=C(C=CC(=C1F)F)[C@@H]1[C@H](O[C@@]([C@H]1C)(C(F)(F)F)C)C(=O)NC1=CC(=NC=C1)C(=O)N